(1-hydroxy-6,6,9-trimethyl-3-pentyl-6a,7,8,10a-tetrahydro-6H-benzo[c]chromen-2-yl)(pyrrolidin-1-yl)methanone OC1=C2C3C(C(OC2=CC(=C1C(=O)N1CCCC1)CCCCC)(C)C)CCC(=C3)C